(-)-1-(3,4-difluorophenyl)-3-[(3S*,4R*)-4-(4-methoxyphenyl)-2-oxopyrrolidin-3-yl]urea FC=1C=C(C=CC1F)NC(=O)N[C@@H]1C(NC[C@H]1C1=CC=C(C=C1)OC)=O |o1:12,16|